OCC1(CCN(CC1)C(=O)OC(C)(C)C)SS(=O)(=O)C tert-butyl 4-(hydroxymethyl)-4-methylsulfonylsulfanyl-piperidine-1-carboxylate